C(C)(C)(C)OC[C@H]1C(N([C@H](C(N1CC=1SC=CC1)=O)C)C)=O (3S,6S)-3-(tert-Butoxymethyl)-1,6-dimethyl-4-(thiophen-2-ylmethyl)piperazine-2,5-dione